(4-chloro-3-methoxyphenyl)pivalamide ClC1=C(C=C(C=C1)CC(C(=O)N)(C)C)OC